Rhodium 1,5-cyclooctadiene C1=CCCC=CCC1.[Rh]